Cl.COC1(CC2(CNC2)C1)OC 6,6-dimethoxy-2-azaspiro[3.3]heptane hydrogen chloride